1-{5-[4-(trifluoromethoxy)phenyl]-4H-1,2,4-triazol-3-yl}methanamine Tert-butyl-({5-[4-(trifluoromethoxy)phenyl]-4H-1,2,4-triazol-3-yl}methyl)carbamate C(C)(C)(C)N(C(O)=O)CC1=NN=C(N1)C1=CC=C(C=C1)OC(F)(F)F.FC(OC1=CC=C(C=C1)C=1NC(=NN1)CN)(F)F